S(=O)(=O)([O-])[O-].COC(N)=[NH2+].COC(N)=[NH2+] O-methylisouronium hemisulfate